NC=1C2=C(N=CN1)N(C=C2C2=NN(C=C2)CC2=CC=CC=C2)[C@H]2[C@@H]([C@@H]([C@H](C2)CNCCCNCCC2=CC=CC=C2)O)O (1R,2S,3R,5R)-3-[4-amino-5-(1-benzylpyrazol-3-yl)pyrrolo[2,3-d]pyrimidin-7-yl]-5-[({3-[(2-phenylethyl)amino]propyl}amino)methyl]cyclopentane-1,2-diol